(2S)-2-cyclohexyl-2-(9H-fluoren-9-yl-methoxycarbonylamino)acetic acid C1(CCCCC1)[C@@H](C(=O)O)N(C(=O)OC)C1C2=CC=CC=C2C=2C=CC=CC12